1-bromo-3-(pyridin-3-yl)propan-2-one BrCC(CC=1C=NC=CC1)=O